4'-((2-methoxy-4-(4-(4-methylpiperazin-1-yl)piperidin-1-yl)phenyl)amino)-2'-(phenylamino)-[1,1'-biphenyl]-3-carbaldehyde COC1=C(C=CC(=C1)N1CCC(CC1)N1CCN(CC1)C)NC1=CC(=C(C=C1)C1=CC(=CC=C1)C=O)NC1=CC=CC=C1